C(C)(C)(C)N1C=NC(=C1F)C(=O)OCC ethyl 1-(tert-butyl)-5-fluoro-1H-imidazole-4-carboxylate